3-chloro-4-((3,5-difluoropyridin-2-yl)methoxy)-2'-(3-(2-hydroxypropan-2-yl)-1H-pyrazol-1-yl)-3',6-dimethyl-2H-[1,4'-bipyridin]-2-one ClC=1C(N(C(=CC1OCC1=NC=C(C=C1F)F)C)C1=C(C(=NC=C1)N1N=C(C=C1)C(C)(C)O)C)=O